C(C)(=O)O[C@@H]1C[C@H](O[C@H]1N1C2=NC(=NC=C2N(C1=O)CCCC#N)N)COC(C)=O ((2S,4R,5R)-4-acetoxy-5-(2-amino-7-(3-cyanopropyl)-8-oxo-7,8-dihydro-9H-purin-9-yl)tetrahydrofuran-2-yl)methylacetat